FC(C(=O)O)(F)F.NC=1N=CC(=NC1C1=CN=C(O1)C)C=1C=C(C=CC1C)C(CO)(C(F)(F)F)O 2-(3-(5-Amino-6-(2-methyloxazol-5-yl)pyrazin-2-yl)-4-methylphenyl)-3,3,3-trifluoropropane-1,2-diol, trifluoroacetate Salt